2-(4-bromo-1-methyl-1H-pyrazol-5-yl)-5-methoxy-6-chlorobenzonitrile BrC=1C=NN(C1C1=C(C#N)C(=C(C=C1)OC)Cl)C